6-((4-Chlorobenzyl)oxy)-1-methylindole-2,3-dione ClC1=CC=C(COC2=CC=C3C(C(N(C3=C2)C)=O)=O)C=C1